(1S,3R)-3-acetamido-N-[5-chloro-4-(1,1-dimethyl-2,3-dihydropyrrolo[1,2-a]benzimidazol-7-yl)-2-pyridyl]cyclohexanecarboxamide C(C)(=O)N[C@H]1C[C@H](CCC1)C(=O)NC1=NC=C(C(=C1)C=1C=CC2=C(N3C(=N2)CCC3(C)C)C1)Cl